N-[(1S)-1-[3-(2-aminopyrimidin-5-yl)phenyl]ethyl]-2-methyl-6-(3-methyl-1-benzofuran-5-yl)pyrimidin NC1=NC=C(C=N1)C=1C=C(C=CC1)[C@H](C)N1C(N=CC=C1C=1C=CC2=C(C(=CO2)C)C1)C